CC=1C=C2C(=NC1)NC=C2C2=CC=1N(C=C2)N=CC1C(=O)N1CCN(CC1)C (5-(5-methyl-1H-pyrrolo[2,3-b]pyridin-3-yl)pyrazolo[1,5-a]pyridin-3-yl)(4-methylpiperazin-1-yl)methanone